NC1=CC=C(C=C1)C1C(C2=CC=C(C=C2C1C)N)CC 2-(4-aminophenyl)-1-ethyl-2,3-dihydro-3-methyl-1H-inden-5-amine